FC(C1=CC=C(C=C1)C=1C=2N(C=CN1)C=CN2)(F)F 8-(4-(trifluoromethyl)phenyl)imidazo[1,2-a]pyrazin